3-oxetanethanol Ethylenbis(3,4-epoxycyclohexancarboxylat) C(CC1(CC2C(CC1)O2)C(=O)O)C2(CC1C(CC2)O1)C(=O)O.O1CC(C1)CCO